CC1(OC2C(O1)COC2C(=O)NC2CCN(CC2)C)C 2,2-dimethyl-N-(1-methylpiperidin-4-yl)-tetrahydro-2H-furo[3,4-d][1,3]Dioxole-4-carboxamide